The molecule is a member of isoquinolines and a carboxamidine. It has a role as an antihypertensive agent, an adrenergic agent, a sympatholytic agent and a human metabolite. C1CN(CC2=CC=CC=C21)C(=N)N